3-(2,3-dimethyl-phenyl)-5,7-di-tert-butyl-benzofuran-2-one CC1=C(C=CC=C1C)C1C(OC2=C1C=C(C=C2C(C)(C)C)C(C)(C)C)=O